C(=O)(OC(C)(C)C)N1C(=NCC1)C1=CC(=CC=C1)N N-Boc-2-(3-aminophenyl)-4,5-dihydro-1H-imidazole